N-((2-methoxy-5-(3-methoxy-3-methylazetidin-1-yl)phenyl)sulfonyl)-5-(1H-pyrazol-1-yl)quinoline-2-carboxamide COC1=C(C=C(C=C1)N1CC(C1)(C)OC)S(=O)(=O)NC(=O)C1=NC2=CC=CC(=C2C=C1)N1N=CC=C1